C[C@@]12CCC=3N=C(SC3C2=CC[C@H]2[C@H]3[C@](CC[C@H]12)([C@H](CC3)O)C)NC3=CC(=CC=C3)OC(F)(F)F (5aR,5bS,7aS,8S,10aS,10bR)-5a,7a-dimethyl-2-((3-(trifluoromethoxy)phenyl)amino)-5,5a,5b,6,7,7a,8,9,10,10a,10b,11-dodecahydro-4H-cyclopenta[7,8]phenanthro[2,1-d]thiazol-8-ol